(3R,5R)-1-{2-[1-(Cyclopropylmethyl)-6-{3-methyl-[1,2,4]triazolo[4,3-a]pyridin-7-yl}-1H-indol-2-yl]-3-methylpyrazolo[1,5-a]pyridine-6-carbonyl}-5-fluoropiperidin-3-amine C1(CC1)CN1C(=CC2=CC=C(C=C12)C1=CC=2N(C=C1)C(=NN2)C)C2=NN1C(C=CC(=C1)C(=O)N1C[C@@H](C[C@H](C1)F)N)=C2C